(tricyclohexylphosphine) iridium (I) hexafluorophosphate F[P-](F)(F)(F)(F)F.[Ir+].C1(CCCCC1)P(C1CCCCC1)C1CCCCC1